(S)-(5-fluoro-1-((R)-5-(pyridin-2-yl)-2,3-dihydrobenzofuran-2-carbonyl)indolin-6-yl)(imino)(2-methoxyethyl)-λ6-sulfanone FC=1C=C2CCN(C2=CC1[S@@](=O)(CCOC)=N)C(=O)[C@@H]1OC2=C(C1)C=C(C=C2)C2=NC=CC=C2